6-methyl-N-(methyl-d3)picolinamide CC1=CC=CC(=N1)C(=O)NC([2H])([2H])[2H]